CC=1C(=NC=C(C1)[N+](=O)[O-])NCCN1CCOCC1 3-methyl-N-[2-(morpholin-4-yl)ethyl]-5-nitropyridin-2-amine